[O].[O].NC(=N)N guanidine dioxygen